ClC1=C(C(=CC=C1Cl)O)C1CC(N(C1)C1CNCC1)=O 4-(2,3-dichloro-6-hydroxyphenyl)-[1,3'-bipyrrolidin]-2-one